4-(((3R,4S)-3-fluoropiperidin-4-yl)amino)-1-(2,2,2-trifluoroethyl)-1H-indol F[C@@H]1CNCC[C@@H]1NC1=C2C=CN(C2=CC=C1)CC(F)(F)F